CN(C1=CC=C(C=C1)N=NC=1C=C(C=CC1)C)C N,N-dimethyl-p-(m-tolylazo)aniline